FC1=C(OCC2=CC=CC(=N2)CO)C=CC=C1 (6-((2-fluorophenoxy)methyl)pyridin-2-yl)methanol